C(C)(C)(C)C1=CC=C(CNC(CN2N=C(C(=C2)C2=CC=NC3=CC=CC=C23)C2=NC=CC=C2)=O)C=C1 N-(4-(tert-butyl)benzyl)-2-(3-(pyridin-2-yl)-4-(quinolin-4-yl)-1H-pyrazol-1-yl)acetamide